propyl undecyl ether C(CCCCCCCCCC)OCCC